FC1=C(CNC(=O)C=2CC=C3N(C4CCCCN(C3)C4)C2)C(=CC(=C1)F)F N-(2,4,6-trifluorobenzyl)-1,4,5,6,7,11-hexahydro-3H-2,7-methanopyrido[1,2-a][1,4]diazonine-10-carboxamide